N-(4-(4-amino-7-cyano-3-(3-fluoro-4-(pyridin-2-yloxy)phenyl)-1-methyl-1H-pyrrolo[3,2-c]pyridin-2-yl)-3-fluorophenyl)methacrylamide NC1=NC=C(C2=C1C(=C(N2C)C2=C(C=C(C=C2)NC(C(=C)C)=O)F)C2=CC(=C(C=C2)OC2=NC=CC=C2)F)C#N